3-[(4-Cyanophenyl)amino]-4-ethoxycyclobut-3-ene-1,2-dione C(#N)C1=CC=C(C=C1)NC=1C(C(C1OCC)=O)=O